C1N(CCC12OCCNC2)C=2N=NC(=CN2)C2=C(C=C(C=C2)C=2C=NNC2)O 2-[3-(6-oxa-2,9-diazaspiro[4.5]dec-2-yl)-1,2,4-triazin-6-yl]-5-(1H-pyrazol-4-yl)phenol